(3Z)-1-chloro-14,14-diheptyloxy-3-tetradecene ClCC\C=C/CCCCCCCCCC(OCCCCCCC)OCCCCCCC